Dimethylethylpyrazine CCC1=NC(=CN=C1C)C